CN(C)CC1=CC=C(C(=O)NC=2C=C(C=CC2)NC(=O)N2CCN(CC2)C2=NC=CC=N2)C=C1 N-(3-(4-((dimethylamino)methyl)benzamido)phenyl)-4-(pyrimidin-2-yl)piperazine-1-carboxamide